FC=1C=CC=C2C(=NN(C12)CC(C(=O)OC(=C)C(F)(F)F)(C)C)C1=CC=CC=C1 3,3,3-Trifluoroprop-1-en-2-yl 3-(7-fluoro-3-phenyl-1H-indazol-1-yl)-2,2-dimethylpropanoate